NC=1C(=NC=C(C1)S(=O)(=O)C1=CC=C(C=C1)OC(F)(F)F)C1=NN=C(O1)[C@@H](O)C1=CC=CC=C1 (S)-(5-{3-amino-5-[4-(trifluoromethoxy)benzene-1-sulfonyl]pyridin-2-yl}-1,3,4-oxadiazol-2-yl)(phenyl)methanol